N-CYCLOPROPYL-3-(3-FORMYLPIPERIDIN-1-YL)PROPANAMIDE C1(CC1)NC(CCN1CC(CCC1)C=O)=O